FC=1C=C2C=C(C(C2=CC1)=CC1=CC=C(C=C1)SC)C 5-fluoro-2-methyl-1-(4-methylthiobenzylidene)-1H-indene